O1[C@H](COC2=C1C=CC=C2)C2=CC=C(CN(C1CCCC1)CC)C=C2 N-{4-[(2S)-2,3-dihydro-1,4-benzodioxin-2-yl]benzyl}-N-ethylcyclopentanamine